6-[2-[6-(2-hexyldecanoyloxy)hexoxy]-3-[octyl-[2-[2-[2-[2-(2-trityloxyethoxy)ethoxy]ethoxy]ethoxy]ethyl]amino]-3-oxo-propoxy]hexyl 2-hexyldecanoate C(CCCCC)C(C(=O)OCCCCCCOCC(C(=O)N(CCOCCOCCOCCOCCOC(C1=CC=CC=C1)(C1=CC=CC=C1)C1=CC=CC=C1)CCCCCCCC)OCCCCCCOC(C(CCCCCCCC)CCCCCC)=O)CCCCCCCC